(S)-7'-(3,5-difluorophenyl)-1-(4-(furan-2-yl)pyridin-2-yl)dihydro-1'H,3'H,5'H-spiro[piperidine-4,2'-pyrazolo[1,2-a]pyrazol]-1'-one FC=1C=C(C=C(C1)F)[C@@H]1CCN2N1C(C1(C2)CCN(CC1)C1=NC=CC(=C1)C=1OC=CC1)=O